6-N-methyladenine CNC1=C2NC=NC2=NC=N1